C(C1=CC=CC=C1)NCCCC[C@H](NCC1=CC=CC=C1)C(=O)O N',N-dibenzyl-lysine